4-ethynyl-6-(trifluoromethyl)-1H-pyridin-2-one C(#C)C1=CC(NC(=C1)C(F)(F)F)=O